C1(CC1)COC1=CC=C(C=N1)C=1C(=CC(=C(N)C1)N1C[C@@H](N([C@@H](C1)C)C)C)F 5-(6-(cyclopropylmethoxy)pyridin-3-yl)-4-fluoro-2-((3S,5R)-3,4,5-trimethylpiperazin-1-yl)aniline